C(CC1=CC=CC=C1)N1C=2N(C3=CC=CC=C3C1=O)C(NN2)=S 4-phenethyl-1-thioxo-2,4-dihydro-[1,2,4]triazolo[4,3-a]quinazolin-5(1H)-one